FC1=CC2=C(C(=NO2)C2CCN(CC2)CCC2=C(N=C3N(C2=O)CCC[C@H]3OC(CCCCCCCCCCCCCCC)=O)C)C=C1 |r| hexadecanoic acid (9RS)-3-[2-[4-(6-fluoro-1,2-benzisoxazol-3-yl) piperidin-1-yl] ethyl]-2-methyl-4-oxo-6,7,8,9-tetrahydro-4H-pyrido[1,2-a]pyrimidin-9-yl ester